Cl.C1(=CC=CC=C1)NC(=N)NC1=CC=CC=C1 1,3-diphenylguanidine hydrochloride